Cl.N1(CCCC1)C=1C=C(C=CC1)N1CCNCCC1 1-(3-(pyrrolidin-1-yl)phenyl)-1,4-diazepane hydrochloride